1-((R)-7-((3R,4R)-4-(2-chloro-3-fluorophenyl)-1-(2,2,2-trifluoroethyl)pyrrolidine-3-carbonyl)-6-methyl-2,7-diazaspiro[3.5]nonan-2-yl)prop-2-en-1-one ClC1=C(C=CC=C1F)[C@H]1[C@H](CN(C1)CC(F)(F)F)C(=O)N1[C@@H](CC2(CN(C2)C(C=C)=O)CC1)C